3-Chloro-2-[(6aR)-4-chloro-1-(prop-1-yn-1-yl)-6,6a,7,8,9,10-hexahydro-12H-pyrazino[2,1-c]pyrido[3,4-f][1,4]oxazepin-3-yl]phenol ClC=1C(=C(C=CC1)O)C1=C(C2=C(CN3[C@@H](CO2)CNCC3)C(=N1)C#CC)Cl